(2R)-2-(6-(2,5-dichloropyrimidin-4-yl)-1-oxo-2,3-dihydro-1H-isoindol-2-yl)-N-[(1R)-1-(3-fluoro-5-methylphenyl)ethyl]-3-hydroxypropanamide ClC1=NC=C(C(=N1)C1=CC=C2CN(C(C2=C1)=O)[C@@H](C(=O)N[C@H](C)C1=CC(=CC(=C1)C)F)CO)Cl